bromofluoromethyl-phosphonic acid diethyl ester C(C)OP(OCC)(=O)C(F)Br